C(#N)C=1C=C(C=CC1)C1=NOC(=N1)N1CCC(CC1)C(=O)O (3-(3-Cyanophenyl)-1,2,4-oxadiazol-5-yl)piperidine-4-carboxylic acid